2-[[4-[6-[[1-(cyanomethyl)pyrazol-3-yl]methoxy]-2-pyridyl]-2,5-difluoro-phenyl]methyl]-3-[[(2S)-oxetan-2-yl]methyl]benzimidazole-5-carboxylic acid C(#N)CN1N=C(C=C1)COC1=CC=CC(=N1)C1=CC(=C(C=C1F)CC=1N(C2=C(N1)C=CC(=C2)C(=O)O)C[C@H]2OCC2)F